C1(CCC1)C1(C(NCC1)=O)C#N 3-Cyclobutyl-2-oxopyrrolidine-3-carbonitrile